CC1(OB(OC1(C)C)C=1C=CC(=NC1)CNC(OC(C)(C)C)=O)C tert-butyl ((5-(4,4,5,5-tetramethyl-1,3,2-dioxaborolan-2-yl)pyridin-2-yl)methyl)carbamate